BrC(C(=O)O)(C(C)Br)C 2,3-dibromo-2-methylbutanoic acid